1-(4,7,7-Trimethylbicyclo[4.1.0]hept-3-en-3-yl)pent-4-en-1-one CC1=C(CC2C(C2C1)(C)C)C(CCC=C)=O